C(CC=C)OC=1C=2N(C=C(N1)C1=NC(=NC=C1OC)C(C)NCC)N=CN2 1-(4-(8-(but-3-en-1-yloxy)-[1,2,4]triazolo[1,5-a]pyrazin-6-yl)-5-methoxypyrimidin-2-yl)-N-ethylethan-1-amine